COP(OC)(=O)C(C(C)=O)C(C1=CC=C(C=C1)C)N [1-(1-amino-1-p-tolylmethyl)-2-oxopropyl]phosphonic acid dimethyl ester